CC1=C(C(=CC=C1)C)[C@@H]1C(OC(O1)=O)(CO)CO (R)-5-(2,6-dimethylphenyl)-4,4-dimethylol-1,3-dioxolan-2-one